FC=1C(=CC(=NC1)N1N=C(C(=C1C)S(=O)(=O)N)C)OC1CN(C1)C(=O)N1N=CCC1C1=C(C(=CC(=C1)F)F)F 1-(5-fluoro-4-((1-(5-(2,3,5-trifluorophenyl)-4,5-dihydro-1H-pyrazole-1-carbonyl)azetidin-3-yl)oxy)pyridin-2-yl)-3,5-dimethyl-1H-pyrazole-4-sulfonamide